OC[C@H]1O[C@@H]([C@@H]([C@H]([C@@H]1O)O)O)CC(C)C (2R,3S,4R,5R,6R)-2-(hydroxymethyl)-6-isobutyltetrahydro-2H-pyran-3,4,5-triol